2-(4-(4-((6-hydroxy-2-(4-(methylsulfonyl)phenyl)naphthalene-1-yl)oxy)phenyl)piperazin-1-yl)ethyl acetate C(C)(=O)OCCN1CCN(CC1)C1=CC=C(C=C1)OC1=C(C=CC2=CC(=CC=C12)O)C1=CC=C(C=C1)S(=O)(=O)C